BrC1=CC=C(C=C1)C1=CC=NO1 5-(4-bromophenyl)isoxazole